Racemic-Trans-1-benzyl-4-octyl-pyrrolidine-3-carboxylic Acid Ethyl Ester C(C)OC(=O)[C@@H]1CN(C[C@H]1CCCCCCCC)CC1=CC=CC=C1 |r|